C(C)OC=1C=C(C=C(C1)C1(COC1)CC1=NN=CN1C)N1C(C2=CC(=CC(=C2C1)C(F)(F)F)CNC1(CCC1)C)=O 2-(3-ethoxy-5-(3-((4-methyl-4H-1,2,4-triazol-3-yl)methyl)oxetan-3-yl)phenyl)-6-(((1-methylcyclobutyl)amino)methyl)-4-(trifluoromethyl)isoindolin-1-one